7-Bromo-10-(hydroxymethyl)-3,3-dimethyl-2,3,4a,9,9a,10-hexahydro-1H-indeno[1,2-c]pyrazolo[1,2-a]pyrazol-1-one BrC1=CC=2CC3C(N4N(C3CO)C(CC4(C)C)=O)C2C=C1